COS(=O)(=O)[O-].C(C)C=1NC=C[N+]1C ethyl-3-methylimidazolium methylsulfate